COCC1=NN(C(=C1)C(=O)NC1=NNC(=C1)[C@H]1C[C@H](CC1)OC1=CC=CC=C1)C 3-(methoxy-methyl)-1-methyl-N-(5-((1R,3S)-3-phenoxy-cyclopentyl)-1H-pyrazol-3-yl)-1H-pyrazole-5-carboxamide